8-chloro-6-((7-cyclopropylpyrido[4,3-d]pyrimidin-4-yl)amino)-3,3-dimethyl-2,3-dihydroimidazo[1,5-a]pyridine-1,5-dione ClC1=C2N(C(C(=C1)NC=1C3=C(N=CN1)C=C(N=C3)C3CC3)=O)C(NC2=O)(C)C